COC(C1=CN=CC=C1)=O methylnicotinate